ClC1=C(C(=CC=C1)Cl)C1C(CCN(C1)C1CC1)C(=O)O 5-(2,6-dichlorophenyl)cyclopropylpiperidine-4-carboxylic acid